1-((3aR,5S,6aR)-2,2-dimethyltetrahydrofuro[2,3-d][1,3]Dioxolen-5-yl)ethan-1-ol CC1(O[C@H]2[C@@H](O1)O[C@@H](C2)C(C)O)C